3-cyclopropyl-1-[(oxan-4-yl)methyl]-4-(2,2,2-trifluoroethyl)-1H-pyrazole-5-carboxylic acid C1(CC1)C1=NN(C(=C1CC(F)(F)F)C(=O)O)CC1CCOCC1